(2r,5r)-2-(1-(4-bromophenyl)-3-(5-fluoropyridin-2-yl)-1H-pyrazol-4-yl)-5-methyl-3-(2-(2-oxoindol-5-yl)ethyl)oxazolidin-4-one BrC1=CC=C(C=C1)N1N=C(C(=C1)[C@H]1O[C@@H](C(N1CCC1=CC2=CC(N=C2C=C1)=O)=O)C)C1=NC=C(C=C1)F